2-(2-(2-azidoethoxy)ethoxy)ethyl 4-bromobutanoate BrCCCC(=O)OCCOCCOCCN=[N+]=[N-]